FC1(CCC(CC1)N1N=NC(=C1)C1CCN(CC1)CC1=C(C=C(C=C1)F)Cl)F 4-(1-(4,4-difluorocyclohexyl)-1H-1,2,3-triazol-4-yl)-1-(2-chloro-4-fluorobenzyl)piperidine